FC=1C=C2C=CC(OC2=C(C1OCCCCNC(=O)OC(C)(C)C)F)=O 6,8-difluoro-7-(4-((tert-butoxycarbonyl)amino)butoxy)-coumarin